C1(CC1)S(=O)(=O)NC=1SC=C(N1)C(C(=O)NC1=CC=C(C=C1)C=1C=NC=CC1)CC 2-(2-(cyclopropanesulfonylamino)thiazol-4-yl)-N-(4-(pyridin-3-yl)phenyl)butanamide